BrC1=C(C=C(C=C1CO)NC1=NC=C(C(=N1)NC1COCCC1C#N)C)C#N 3-((2-((4-bromo-3-cyano-5-(hydroxymethyl)phenyl)amino)-5-methylpyrimidin-4-yl)amino)tetrahydro-2H-pyran-4-carbonitrile